2,3-dihydro-1-phenyl-4(1H)-quinazolinone C1(=CC=CC=C1)N1CNC(C2=CC=CC=C12)=O